C(C)C(CN1C=CC2=C1N=C(N=C2)NC=2C=NN(C2)CC(=O)O[C@@H]2C[C@H](N(C2)C)C(=O)OC)CC methyl (2S,4R)-4-(2-(4-((7-(2-ethylbutyl)-7H-pyrrolo[2,3-d]pyrimidin-2-yl)amino)-1H-pyrazol-1-yl)acetoxy)-1-methylpyrrolidine-2-carboxylate